N-(((S)-8-chloro-4-ethyl-4-hydroxy-9-methyl-3,14-dioxo-3,4,12,14-tetrahydro-1H-pyrano[3',4':6,7]indolizino[1,2-b]quinolin-11-yl)methyl)-2-cyclopropyl-2-hydroxyacetamide ClC=1C(=CC=2C(=C3C(=NC2C1)C1=CC2=C(C(N1C3)=O)COC([C@]2(O)CC)=O)CNC(C(O)C2CC2)=O)C